2-[4-(3-azidophenyl)-2-oxo-1-pyrrolidinyl]Butyrylamide N(=[N+]=[N-])C=1C=C(C=CC1)C1CC(N(C1)C(C(=O)[NH-])CC)=O